FC(COS(=O)(=O)C(F)(F)F)(C(F)(F)F)F.FC1(CCN(CCC1)C1=NC2=CC=CC=C2C=C1C(=O)NC1=CC(=NC=C1)S(N(C)CC1=CC=C(C=C1)OC)(=O)=O)F 2-(4,4-difluoroazepan-1-yl)-N-(2-(N-(4-methoxybenzyl)-N-methylsulfamoyl)pyridin-4-yl)quinoline-3-carboxamide 2,2,3,3,3-pentafluoropropyl-triflate